tert-butyl (S)-2-((((9H-fluoren-9-yl)methoxy)carbonyl)amino)-3-(2-cyanothiazol-4-yl)propanoate C1=CC=CC=2C3=CC=CC=C3C(C12)COC(=O)N[C@H](C(=O)OC(C)(C)C)CC=1N=C(SC1)C#N